C(C)C1OCC(O1)CO 2-ethyl-1,3-dioxolane-4-methanol